FC(C(C(C(C(F)(F)F)(F)F)(F)F)(F)F)(F)F.[I].[I] diiodine Perfluoropentane